hexyl β-hydroxybutyrate OC(CC(=O)OCCCCCC)C